Ethyl (E)-2-(but-2-en-2-yl)-3-cyanobenzoate C/C(=C\C)/C1=C(C(=O)OCC)C=CC=C1C#N